3-[5-[1-[2-[4-[8-fluoro-6-hydroxy-7-(1,1,4-trioxo-1,2,5-thiadiazolidin-2-yl)-2-naphthyl]-1-piperidyl]-2-oxo-ethyl]-4-piperidyl]indolin-1-yl]piperidine-2,6-dione FC=1C(=C(C=C2C=CC(=CC12)C1CCN(CC1)C(CN1CCC(CC1)C=1C=C2CCN(C2=CC1)C1C(NC(CC1)=O)=O)=O)O)N1S(NC(C1)=O)(=O)=O